ClC1=CC=C(C=C1)C1=CC(=NN1)NC1=C(C=C(C=C1)O)OC 4-((5-(4-chlorophenyl)-1H-pyrazol-3-yl)amino)-3-methoxyphenol